4'-((3r,5r,7r)-adamantan-1-yl)-3,5-diphenyl-[1,1'-biphenyl]-4-amine C12(CC3CC(CC(C1)C3)C2)C2=CC=C(C=C2)C2=CC(=C(C(=C2)C2=CC=CC=C2)N)C2=CC=CC=C2